(S)-4-(4-fluorobenzyl)-N-(5-methyl-4-oxo-2,3,4,5-tetrahydrobenzo[b][1,4]azazepin-3-yl)-1H-pyrazole-1-carboxamide FC1=CC=C(CC=2C=NN(C2)C(=O)N[C@@H]2C(N(C3=C(NC2)C=CC=C3)C)=O)C=C1